4-[(1s,4s,5r)-5-{[3-(2-chloro-6-methylphenyl)-5-cyclopropyl-1,2-oxazol-4-yl]methoxy}-2-azabicyclo[2.2.1]heptan-2-yl]-benzoic acid ClC1=C(C(=CC=C1)C)C1=NOC(=C1CO[C@H]1[C@@H]2CN([C@H](C1)C2)C2=CC=C(C(=O)O)C=C2)C2CC2